1-[4-(5-chloro-2-methyl-phenyl)piperazin-1-yl]-4-cyclopropyl-butane-1,4-dione ClC=1C=CC(=C(C1)N1CCN(CC1)C(CCC(=O)C1CC1)=O)C